C(#N)C1=C(C=NN1C1CCN(CC1)C(=O)OC(C)(C)C)CNC1=C2C(N(C(C2=CC=C1)=O)C1C(NC(CC1)=O)=O)=O.[Fe].[He] helium iron tert-butyl 4-[5-cyano-4-[[[2-(2,6-dioxo-3-piperidyl)-1,3-dioxo-isoindolin-4-yl]amino]methyl]pyrazol-1-yl]piperidine-1-carboxylate